O=C1N(CCC(N1)=O)C=1C=C(C(=O)N2CCC(CC2)N2CCN(CC2)CC(=O)O)C=CC1OC 2-(4-{1-[3-(2,4-Dioxo-1,3-diazinan-1-yl)-4-methoxybenzoyl]piperidin-4-yl}piperazin-1-yl)acetic acid